CC[C@H](C)[C@@H](C(=O)N[C@@H](CCCCN)C(=O)N[C@@H](CC1=CNC2=CC=CC=C21)C(=O)N[C@@H](CCCCN)C(=O)N[C@@H](C)C(=O)N[C@@H]([C@@H](C)CC)C(=O)N[C@@H](CC(C)C)C(=O)N[C@@H](CC(=O)O)C(=O)N[C@@H](C)C(=O)N[C@@H](C(C)C)C(=O)N[C@@H](CCCCN)C(=O)N[C@@H](CCCCN)C(=O)N[C@@H](C(C)C)C(=O)N[C@@H]([C@@H](C)CC)C(=O)N)N The molecule is a member of the class of mastopyrans that is a 14-amino acid polypeptide comprising isoleucyl, lysyl, tryptophyl, lysyl, alanyl, isoleucyl, leucyl, aspartyl, alanyl, valyl, lysyl, lysyl, valyl, and isoleucinamide residues coupled in sequence. It is the major active component of the venom of the hornet Vespa analis and causes degranulation of mast cells. It exhibits antimicrobial activity against both Gram-positive and -negative bacteria as well as haemolytic activity on chicken, human and sheep erythrocytes. It has a role as an antibacterial agent. It is a member of mastoparans and a peptidyl amide.